N-cyclohexyl-aniline C1(CCCCC1)NC1=CC=CC=C1